OC1=CC(=C(C(=O)NC2(CC2)C2=C3C=CC=NC3=CC(=C2)OC)C=C1OCC1N(CC1)C)C 4-Hydroxy-N-(1-(7-methoxyquinolin-5-yl)cyclopropyl)-2-methyl-5-((1-methylazetidin-2-yl)methoxy)benzamide